CO[C@@H]1CCN2CC(CC12CO)=C ((1R)-1-methoxy-6-methylenetetrahydro-1H-pyrrolizin-7a(5H)-yl)methanol